CN(C)\C=C/1\CC2=CC=C(C=C2CC1)C (E)-2-((dimethylamino)methylene)-6-methyl-3,4-dihydronaphthalen